BrC=1C=CC(=NC1)N\N=C\1/C[C@H]2[C@H](CN(C(CC3=C1NC=1C=CC=CC31)[C@H]2C(=O)OC)C)CC methyl (5R,6S,14S,E)-8-(2-(5-bromopyridin-2-yl)hydrazineylidene)-5-ethyl-3-methyl-2,3,4,5,6,7,8,9-octahydro-1H-2,6-methanoazecino[5,4-b]indole-14-carboxylate